6-chloro-3-(1H-imidazol-1-yl)-5-methoxy-1-methyl-2-(4H-1,2,4-triazol-3-yl)-1H-pyrrolo-[3,2-b]pyridine ClC=1C=C2C(=NC1OC)C(=C(N2C)C2=NN=CN2)N2C=NC=C2